ClC1=C(C(=O)O)C(=CC=N1)Cl 2,4-dichloronicotinic acid